5-azaspiro[3.4]octan-6-one C1CCC12NC(CC2)=O